C(C)OC(NC=1C=NC=CC1C1=CC2=C(NN=C2C=C1)N)=O (4-(3-amino-2H-indazol-5-yl)pyridin-3-yl)carbamic acid ethyl ester